C(C)C1=C(C=CC=C1)[Sb] 2-ethylphenylantimony